COC=1N=C2C(=CC=NC2=CC1OC)OC1=C(C=C(C=C1)NC(=O)C=1C(=NC(=C(C1OC)C1=CC=C(C=C1)F)OC)C)F N-[4-[(6,7-Dimethoxy-1,5-naphthyridin-4-yl)oxy]-3-fluorophenyl]-5-(4-fluorophenyl)-4,6-dimethoxy-2-methylpyridine-3-carboxamide